methyl 5-((4-carbamoyl-1-(trans-2-cyanocyclopentyl)-1H-pyrazol-3-yl)amino)-2-(4,4,5,5-tetramethyl-1,3,2-dioxaborolan-2-yl)benzoate C(N)(=O)C=1C(=NN(C1)[C@H]1[C@@H](CCC1)C#N)NC=1C=CC(=C(C(=O)OC)C1)B1OC(C(O1)(C)C)(C)C